methyl 5-(aminocarbonyl)-2-naphthoate NC(=O)C1=C2C=CC(=CC2=CC=C1)C(=O)OC